4-(2-(4-acrylamidophenyl)-4-amino-7-oxo-6,7-dihydro-2H-pyrazolo[3,4-d]pyridazin-3-yl)-N-(oxetan-3-yl)benzamide C(C=C)(=O)NC1=CC=C(C=C1)N1N=C2C(NN=C(C2=C1C1=CC=C(C(=O)NC2COC2)C=C1)N)=O